O=C1NC(CCC1N1C(N(C2=C1C=CC(=C2)CN2CCN(CC2)[C@H]2CN(CC2)C(=O)OC(C)(C)C)C)=O)=O Tert-butyl (3R)-3-[4-[[1-(2,6-dioxo-3-piperidyl)-3-methyl-2-oxo-benzimidazol-5-yl]methyl] piperazin-1-yl]pyrrolidine-1-carboxylate